Chloroplatinic acid [H+].[H+].Cl[Pt-2](Cl)(Cl)(Cl)(Cl)Cl